3-methyl-[2,4'-bipyridin]-3'-amine CC=1C(=NC=CC1)C1=C(C=NC=C1)N